8-(2-Ethyl-4-fluorophenyl)-9-(4-((1-(3-fluoropropyl)azetidin-3-yliden)methyl)phenyl)-6,7-dihydro-5H-benzo[7]annulen C(C)C1=C(C=CC(=C1)F)C=1CCCC2=C(C1C1=CC=C(C=C1)C=C1CN(C1)CCCF)C=CC=C2